CC(C(=O)O)(COC(CC(C)=O)=O)COC(CC(C)=O)=O 2-methyl-3-(3-oxobutanoyloxy)-2-(3-oxobutanoyloxymethyl)propanoic acid